C1(=C2N(C=N1)C1(CC2)CC1)[C@H](N)C=1N(C2=CC=CC=C2C1)S(=O)(=O)C1=CC=CC=C1 (S)-(6',7'-dihydrospiro[cyclopropane-1,5'-pyrrolo[1,2-c]imidazol]-1'-yl)(1-(phenylsulfonyl)-1H-indol-2-yl)methanamine